C(C1CCC(CC1)C(=O)O)C1CCC(CC1)C(=O)O 4,4'-methylenebis(cyclohexyl-carboxylic acid)